[Na].C(C)S(=O)(=O)NC1=NC=C(C=C1NC(=O)C1CCCCC1)C(F)(F)F N-(2-ethylsulfonylamino-5-trifluoromethyl-3-pyridyl)cyclohexanecarboxamide, monosodium salt